2-[(4-fluoropyridin-2-yl)methyl]-8-methyl-N-{[(2S)-oxolan-2-yl]methyl}-4,5-dihydro-2H-furo[2,3-g]indazole-7-carboxamide FC1=CC(=NC=C1)CN1N=C2C3=C(CCC2=C1)OC(=C3C)C(=O)NC[C@H]3OCCC3